C(C#C)OC1=CC=C(C=O)C=C1 4-(PROP-2-YN-1-YLOXY)BENZALDEHYDE